3,4-(ethylenedioxy)benzoic acid C1COC2=C(O1)C=CC(=C2)C(=O)O